O[C@H]1C[C@@H]([C@@H]2[C@H]1OC(O2)(C)C)C2=CCCN(C2)C(=O)OC(C)(C)C tert-Butyl 5-((3aR,4R,6S,6aS)-6-hydroxy-2,2-dimethyltetrahydro-4H-cyclopenta[d][1,3]dioxol-4-yl)-3,6-dihydropyridine-1(2H)-carboxylate